N[C@H](C(=O)N1[C@@H](C[C@H](C1)O)C(=O)NCC1=CC=C(C=C1)C#N)C(C)(SC(C1=CC=CC=C1)(C1=CC=CC=C1)C1=CC=CC=C1)C (2S,4R)-1-((R)-2-amino-3-methyl-3-(tritylthio)butanoyl)-N-(4-cyanobenzyl)-4-hydroxypyrrolidine-2-carboxamide